COC1=C(SC=C1)CNCCC1(OC2(OCC1)CC1CC1C2)C2=NC=CC=C2 N-((3-Methoxythien-2-yl)methyl)-2-(4'-(pyridin-2-yl)tetrahydrooxaspiro[bicyclo[3.1.0]hexane-3,2'-pyran]-4'-yl)ethylamine